The molecule is a biflavonoid that consists of 5-hydroxy-7,4'-dimethoxyflavanone attached to 5,7,4'-trihydroxyflavanone at position C-3. Isolated from Stellera chamaejasme, it exhibits antimitotic and antifungal activity. It has a role as an antifungal agent, an antimitotic and a plant metabolite. It is a biflavonoid, a hydroxyflavanone, a ring assembly and a member of 4'-methoxyflavanones. COC1=CC=C(C=C1)[C@@H]2[C@@H](C(=O)C3=C(C=C(C=C3O2)OC)O)[C@H]4[C@H](OC5=CC(=CC(=C5C4=O)O)O)C6=CC=C(C=C6)O